tert-Butyl (2-(1H-1,2,3-triazol-1-yl)ethyl)aminocarboxylate N1(N=NC=C1)CCNC(=O)OC(C)(C)C